O=C(CCCCCCCN(CCN1CCN(CC1)C(=O)OC(C)(C)C)CCCCCC(OCCCCCCCCCCC)=O)OCCCC(CCCCC)CCCCC tert-butyl 4-[2-[[8-oxo-8-(4-pentylnonoxy)octyl]-(6-oxo-6-undecoxy-hexyl) amino]ethyl]piperazine-1-carboxylate